ClC=1C=C2CCN([C@H](C2=C(C1)Cl)C)C(=O)[C@H]1CN(C[C@H](O1)CO)C(=O)OC(C)(C)C tert-butyl (2R,6S)-2-((S)-6,8-dichloro-1-methyl-1,2,3,4-tetrahydroisoquinoline-2-carbonyl)-6-(hydroxymethyl)morpholine-4-carboxylate